Ethyl (5-(4-fluoro-2-methoxy-5-((4-oxo-3,4-dihydrophthalazin-1-yl)methyl) phenyl)-1H-benzoimidazol-2-yl)carbamate FC1=CC(=C(C=C1CC1=NNC(C2=CC=CC=C12)=O)C1=CC2=C(NC(=N2)NC(OCC)=O)C=C1)OC